9-(6-bromo-3-oxo-3,4-dihydropyrazin-2-yl)-1-(3,4-difluorophenyl)-1,9-diazaspiro[5.5]undecan-2-one BrC1=CNC(C(=N1)N1CCC2(CCCC(N2C2=CC(=C(C=C2)F)F)=O)CC1)=O